C(C=C)(=O)N[C@H](C(=O)N1[C@@H]([C@@H]2[C@H](C1)C2(C)C)C(=O)NC(CC2CC2)C(C(=O)N)=O)C(C)(C)C (1R,2S,5S)-3-((S)-2-Acrylamido-3,3-dimethylbutanoyl)-N-(4-amino-1-cyclopropyl-3,4-dioxobutan-2-yl)-6,6-dimethyl-3-azabicyclo[3.0.1]hexane-2-carboxamide